COC=1C=C(C=CC1)C=1C(=CC=CC1)C=O 3'-methoxy-[1,1'-biphenyl]-2-carbaldehyde